P(=O)(OCC(Cl)(Cl)Cl)([O-])[O-].[Na+].[Na+] sodium trichloroethyl phosphate